acetylthiourea C(C)(=O)NC(=S)N